OC[C@H]1C[C@H](C[C@@H]1O[Si](C(C)C)(C(C)C)C(C)C)NC(OC(C)(C)C)=O tert-Butyl {(1R,3R,4S)-3-(hydroxymethyl)-4-[(triisopropylsilyl)oxy]cyclopentyl}carbamate